benzyl-triethylammonium camphorsulfonate C12(C(=O)CC(CC1)C2(C)C)CS(=O)(=O)[O-].C(C2=CC=CC=C2)[N+](CC)(CC)CC